C[SiH](C(C)(C)C)C dimethyl-tertiary butyl-silane